C(C=C)(=O)OCCCCCCCCCCCCCCCCCCCCCCCCCCCC(C)C isotriacontyl acrylate